N-[5-(1H-benzimidazol-2-yl)-1-methyl-pyrazol-3-yl]-6-[4-(hydroxy-methyl)-1-piperidyl]pyridine-3-carboxamide N1C(=NC2=C1C=CC=C2)C2=CC(=NN2C)NC(=O)C=2C=NC(=CC2)N2CCC(CC2)CO